fluorophenyl-propionic acid FC(C(=O)O)(C)C1=CC=CC=C1